tert-butyl (1-(2-amino-5-(5-oxo-4,5-dihydro-1,2,4-oxadiazol-3-yl)phenyl)piperidin-3-yl)carbamate NC1=C(C=C(C=C1)C1=NOC(N1)=O)N1CC(CCC1)NC(OC(C)(C)C)=O